IC1=C(C=CC=C1)B1OC(C(O1)(C)C)(C)C 2-(2-iodophenyl)-4,4,5,5-tetramethyl-1,3,2-dioxaborolan